ClC=1C(=NC=C(C1)Cl)N1CCN(CC1)C(=O)C=1C(=CC(=C(C#N)C1)C1=CC=C(C=C1)C(F)(F)F)OCC 5-[4-(3,5-Dichloro-2-pyridyl)piperazine-1-carbonyl]-4-ethoxy-2-[4-(trifluoromethyl)-phenyl]-benzonitrile